ClC1=C(CC2=C(N=C3N2C2=CC=CC=C2C(N3)=O)C(=O)N3CCN(CC3)C)C=CC=C1 (2-chlorobenzyl)-2-(4-methylpiperazine-1-carbonyl)imidazo[1,2-a]quinazolin-5(4H)-one